6-((5-(5-(difluoromethyl)-1,3,4-oxadiazol-2-yl)pyrimidin-2-yl)amino)-N,N-dimethyl-1H-benzo[d]imidazole-4-carboxamide FC(C1=NN=C(O1)C=1C=NC(=NC1)NC=1C=C(C2=C(NC=N2)C1)C(=O)N(C)C)F